4-(4-((1R,5S)-8-oxa-3-azabicyclo[3.2.1]octan-3-yl)-8-fluoro-2-(8-methyl-3,8-diazabicyclo[3.2.1]octan-3-yl)pyrido[4,3-d]pyrimidin-7-yl)-5-ethynyl-6-fluoro-2-naphthonitrile [C@H]12CN(C[C@H](CC1)O2)C=2C1=C(N=C(N2)N2CC3CCC(C2)N3C)C(=C(N=C1)C1=CC(=CC3=CC=C(C(=C13)C#C)F)C#N)F